N1=C(C=CC2=CC=CC=C12)[O-].[Cu+2].N1=C(C=CC2=CC=CC=C12)[O-] copper (II) quinolinolate